2-bromo-3-(bromomethyl)-4-fluorobenzonitrile BrC1=C(C#N)C=CC(=C1CBr)F